C(C1=CC=CC=C1)N1C=2C(C=3C=CC=CC13)=CC=1N(C2)C(=CN1)CC=1OC(=CC1)C 6-benzyl-3-((5-methylfuran-2-yl)methyl)-6H-imidazo[1',2':1,6]pyrido[3,4-b]indole